6-((4-(2-(4-chlorophenyl)-2-methylbenzo[d][1,3]dioxol-4-yl)piperidin-1-yl)methyl)-5-methylnicotinonitrile ClC1=CC=C(C=C1)C1(OC2=C(O1)C=CC=C2C2CCN(CC2)CC2=NC=C(C#N)C=C2C)C